3,5-dimethyl-2-[2-(3-oxa-6-azabicyclo[3.1.1]heptan-6-yl)-[1,2,4]triazolo[1,5-a]pyrimidin-5-yl]phenol CC=1C(=C(C=C(C1)C)O)C1=NC=2N(C=C1)N=C(N2)N2C1COCC2C1